4-[(3-chloro-4-fluorophenyl)amino]-6-{1-[(2-methyl-morpholin-4-yl)carbonyl]-piperidin-4-yloxy}-7-methoxy-quinazoline ClC=1C=C(C=CC1F)NC1=NC=NC2=CC(=C(C=C12)OC1CCN(CC1)C(=O)N1CC(OCC1)C)OC